CC1=C(C=CC(=C1)C)C(CNC(=O)C1=C2C(=NC=C1OC1=CC(=CC=C1)C(F)(F)F)C=CO2)(F)F N-[2-(2,4-dimethylphenyl)-2,2-difluoro-ethyl]-6-[3-(trifluoromethyl)phenoxy]furo[3,2-b]pyridine-7-carboxamide